BrC1=CC(=CC=2C(=C(OC21)C(C)C)COC2=C(C=CC(=C2)OC)CC(=O)OCC)Cl ethyl 2-(2-((7-bromo-5-chloro-2-isopropylbenzofuran-3-yl)methoxy)-4-methoxyphenyl)acetate